C1(CC1)C(=O)NC=1N=C2N(C(=CC=C2)C=2C=C(C=CC2)C2=CC=C(O2)P(=O)(OC2=CC=CC=C2)N[C@@H](C)C(=O)OCC)C1 ethyl ((5-(3-(2-(cyclopropanecarboxamido) imidazo[1,2-a]pyridin-5-yl) phenyl) furan-2-yl) (phenoxy) phosphoryl)-L-alaninate